methyl 4-chloro-6-methoxypyridineformate ClC1=CC(=NC(=C1)OC)C(=O)OC